(1aR,5aR)-2-(5-Fluoro-pyridin-2-yl)-1a,2,5,5a-tetrahydro-1H-2,3-diaza-cyclopropa[a]pentalene-4-carboxylic acid ((R)-2-fluoro-1-hydroxymethyl-2-methylpropyl)-amide FC([C@@H](CO)NC(=O)C=1C=2C[C@@H]3[C@H](C2N(N1)C1=NC=C(C=C1)F)C3)(C)C